CCCC(C)(CC)OC The molecule is an ether consists of a hexane chain substituted by a methoxy and a methyl group at position 3. It has a role as a human metabolite. It derives from a hydride of a hexane.